(1S,1aS,6aR)-4-[(5-bromo-2-fluorobenzyl)oxy]-1,1a,6,6a-tetrahydro-cyclopropa[a]indene-1-carboxylic acid, ethyl ester BrC=1C=CC(=C(COC2=CC=3C[C@@H]4[C@H](C3C=C2)[C@H]4C(=O)OCC)C1)F